N-[4-[4-[[2-(4-Chlorophenyl)-4,4-dimethylcyclohexen-1-yl]methyl]piperazin-1-yl]-2-(1H-pyrrolo[2,3-b]pyridin-5-yloxy)phenyl]sulfonyl-6-methyl-4-methylsulfonylpyridine-2-carboxamide ClC1=CC=C(C=C1)C1=C(CCC(C1)(C)C)CN1CCN(CC1)C1=CC(=C(C=C1)S(=O)(=O)NC(=O)C1=NC(=CC(=C1)S(=O)(=O)C)C)OC=1C=C2C(=NC1)NC=C2